1-[4-(4-Hydroxypiperidin-1-yl)phenyl]-3-(4-methyl-3-nitrophenyl)prop-2-en-1-one OC1CCN(CC1)C1=CC=C(C=C1)C(C=CC1=CC(=C(C=C1)C)[N+](=O)[O-])=O